2'-O,4'-C-methylene-5-methyl-N4-Benzoyl-cytidine C1O[C@H]2[C@@H](O[C@@]1([C@H]2O)CO)N2C(=O)N=C(NC(C1=CC=CC=C1)=O)C(=C2)C